1-ethoxycarbonylmethyl-4,4'-bipyridinium chloride salt [Cl-].C(C)OC(=O)C[N+]1=CC=C(C=C1)C1=CC=[NH+]C=C1.[Cl-]